1,2,3,6-tetrahydropyridin N1CCC=CC1